C(C)(=O)OI1(OC(C2=C1C=CC=C2)=O)(OC(C)=O)OC(C)=O 1,1-diacetoxy-3-oxo-1,3-dihydro-1λ5,2-benziodaoxol-1-yl acetate